CCCCCCCCCCCCCC(C)C(C(=O)SCCNC(=O)CCNC(=O)[C@@H](C(C)(C)COP(=O)([O-])OP(=O)([O-])OC[C@@H]1[C@H]([C@H]([C@@H](O1)N2C=NC3=C(N=CN=C32)N)O)OP(=O)([O-])[O-])O)O The molecule is tetraanion of 2-hydroxy-3-methylhexadecanoyl-CoA arising from deprotonation of phosphate and diphosphate functions. It is a fatty acyl-CoA(4-) and an 11,12-saturated fatty acyl-CoA(4-). It is a conjugate base of a 2-hydroxy-3-methylhexadecanoyl-CoA.